C12C(=CC(CC1)C2)C2=NN1C(N(C(=C(C1=O)N1CCNCC1)CC)CC(=O)NC1=CC=C(C=C1)S(F)(F)(F)(F)F)=N2 2-(2-(bicyclo[2.2.1]hept-2-en-2-yl)-5-ethyl-7-oxo-6-(piperazin-1-yl)-[1,2,4]triazolo[1,5-a]pyrimidin-4(7H)-yl)-N-(4-(pentafluoro-λ6-sulfaneyl)phenyl)acetamide